7-(6-chloropyridin-2-yl)-[1,2,4]triazolo[1,5-a]pyridin ClC1=CC=CC(=N1)C1=CC=2N(C=C1)N=CN2